ClC=1C=C2C(=NN1)NC[C@@]1(N2C[C@@H](C1)OC1=NC=C(C#N)C(=C1C)C)C(F)F 6-(((6aR,8R)-2-chloro-6a-(difluoromethyl)-5,6,6a,7,8,9-hexahydropyrrolo[1',2':4,5]pyrazino[2,3-c]pyridazin-8-yl)oxy)-4,5-dimethylnicotinonitrile